1-methyl-4-oxo-1,4-dihydro-quinoline-3-carboxamide CN1C=C(C(C2=CC=CC=C12)=O)C(=O)N